N1=C(N=CC(=C1)[C@H]1[C@@H](C1)C=1C=CC(=C(N)C1)Cl)C1=NC=CC=N1 trans-5-(2-([2,2'-bipyrimidin]-5-yl)cyclopropyl)-2-chloroaniline